CC(CCCCN1[C@@H](C[C@@H](C1)OC(C=C)=O)C(=O)OCCCCCCC(C(=O)OC(CCCCCCCC)CCCCCC)(C)C)(C(OCCCCCCCCCCC)=O)C [8-(1-hexylnonoxy)-7,7-dimethyl-8-oxo-octyl] (2S,4S)-1-(5,5-dimethyl-6-oxo-6-undecoxy-hexyl)-4-prop-2-enoyloxy-pyrrolidine-2-carboxylate